[O-2].[Li+].[Mn+2].[Co+2].[Ni+2] nickel-cobalt-manganese Lithium oxide